CC1(CC(C(N1)=O)=C)C 5,5-Dimethyl-3-methylen-pyrrolidin-2-on